C1(=CC=CC=C1)N(C1=CC=C(/C=C/C2=CC=C(/C=C/C=3C=C(C4=CC=5N([B-]([N+]43)(F)F)C=CC5)C)C=C2)C=C1)C1=CC=CC=C1 3-((E)-4-((E)-4-(diphenylamino)styryl)styryl)-5,5-difluoro-1-methyl-5H-dipyrrolo[1,2-c:2',1'-f][1,3,2]diazaborinin-4-ium-5-uide